fluoro-13-(propan-2-yl)-6,7,13,14-tetrahydro-1,15-ethenopyrazolo[4,3-f][1,4,8,10]benzoxatriazacyclotridecin-4(5H)-one FC1=NN2C3=C1C(NCCOC1=C(C(NC(=N3)C=C2)C(C)C)C=CC=C1)=O